C(N)(S)=S.C(C)C(C[Zn]CC(CCCC)CC)CCCC di(2-ethylhexyl)zinc dithiocarbamate